C(C(=C)C)(=O)OC(C(O)(F)F)F trifluoro-hydroxyethyl methacrylate